ClC1=NC(=NC=C1C(F)(F)F)NC1=C(C=C(C=C1)N1CC2(CN(C2)C(=O)OC(C)(C)C)C1)C1CC1 tert-butyl 6-(4-((4-chloro-5-(trifluoromethyl)pyrimidin-2-yl)amino)-3-cyclopropylphenyl)-2,6-diazaspiro[3.3]heptane-2-carboxylate